Diethyl Methylidenemalonate C=C(C(=O)OCC)C(=O)OCC